ClC1=NC(=NN2C1=C(C(=C2)C2=NN(C=C2)C(C)C)C)C2=NC=CC=C2 4-chloro-6-(1-isopropyl-1H-pyrazol-3-yl)-5-methyl-2-(pyridin-2-yl)pyrrolo[2,1-f][1,2,4]triazin